N-(3-(3-Cyano-5-((2,6-dioxopiperidin-3-yl)oxy)phenyl)prop-2-yn-1-yl)-5-(8-(7-isopropyl-1,3-dimethyl-2-oxo-2,3-dihydro-1H-benzo[d]imidazol-5-yl)isoquinolin-3-yl)picolinamide C(#N)C=1C=C(C=C(C1)OC1C(NC(CC1)=O)=O)C#CCNC(C1=NC=C(C=C1)C=1N=CC2=C(C=CC=C2C1)C1=CC2=C(N(C(N2C)=O)C)C(=C1)C(C)C)=O